5-chloro-N-(2,4-difluoro-3-[[(1-[[2-(trimethylsilyl)ethoxy]methyl]pyrazolo[3,4-b]pyridin-5-yl)methyl]amino]phenyl)-2-methoxypyridine-3-sulfonamide ClC=1C=C(C(=NC1)OC)S(=O)(=O)NC1=C(C(=C(C=C1)F)NCC=1C=C2C(=NC1)N(N=C2)COCC[Si](C)(C)C)F